8-(5-chloro-3-fluoropyridin-2-yl)-5-(4-chlorophenyl)-2-oxa-5,8-diazaspiro[3.5]nonane-6,9-dione ClC=1C=C(C(=NC1)N1CC(N(C2(COC2)C1=O)C1=CC=C(C=C1)Cl)=O)F